2-chloro-4-((1-cyclopropyl-3-(tetrahydro-2H-pyran-4-yl)-1H-pyrazol-4-yl)oxy)pyridine ClC1=NC=CC(=C1)OC=1C(=NN(C1)C1CC1)C1CCOCC1